benzyl (S)-6-(4-(methoxycarbonyl) phenyl)-4-(5-(difluoromethyl) thiophen-3-yl)-3,6-dihydropyridine-1(2H)-carboxylate COC(=O)C1=CC=C(C=C1)[C@@H]1C=C(CCN1C(=O)OCC1=CC=CC=C1)C1=CSC(=C1)C(F)F